P(=O)(OC1=CC=C(C=C1)C(C)(C)C)(OC1=CC=C(C=C1)C(C)(C)C)OC1=CC=C(C=C1)C(C)(C)C tri(4-tertiary butyl phenyl) phosphate